C(C)C=1C=CC(=C(C1)S(=O)(=O)NC1=NOC2=C1C(=CC(=C2)OC2=CC=C(C=N2)CNC(C#C)=O)OC)OC N-((6-((3-((5-ethyl-2-methoxyphenyl)sulfonamido)-4-methoxybenzo[d]isoxazol-6-yl)oxy)pyridin-3-yl)methyl)propiolamide